C1(CC1)C(=O)NC1=CC(=C(N=N1)C(=O)NC([2H])([2H])[2H])NC1=C(C(=CC=C1)C1=NOC(=N1)COC(C)C)OC 6-cyclopropaneamido-4-[(2-methoxy-3-{5-[(propan-2-yloxy)methyl]-1,2,4-oxadiazol-3-yl}phenyl)amino]-N-(2H3)methylpyridazine-3-carboxamide